O1C(=NC2=C1C=CC=C2)C=2C=C(C=CC2)NC(CC2=CC(=CC=C2)C(F)(F)F)=O N-(3-(benzo[d]oxazol-2-yl)phenyl)-2-(3-(trifluoromethyl)phenyl)acetamide